N-[(3S)-1-(3-hydroxybenzoyl)pyrrolidin-3-yl]imidazo[1,2-b]pyridazine-3-carboxamide OC=1C=C(C(=O)N2C[C@H](CC2)NC(=O)C2=CN=C3N2N=CC=C3)C=CC1